N1(CCCCC1)C1=C(C=C(C(=O)Cl)C=C1)NC(=O)C1=NN(C2=CC=CC=C12)CC(F)(F)F 4-(Piperidin-1-yl)-3-(1-(2,2,2-trifluoroethyl)-1H-indazole-3-carboxamido)benzoyl chloride